tert-butyl (1R,5S,6r)-6-(4-bromo-5-methyl-1,2-oxazol-3-yl)-3-azabicyclo[3.1.0]hexane-3-carboxylate BrC=1C(=NOC1C)C1[C@H]2CN(C[C@@H]12)C(=O)OC(C)(C)C